2-(benzofuran-2-yl)-6-morpholino-4H-pyran-4-one O1C(=CC2=C1C=CC=C2)C=2OC(=CC(C2)=O)N2CCOCC2